3-hydroxy-2,2-dimethylpropanamide OCC(C(=O)N)(C)C